1,4-Bis(4-amino-5-phenoxybenzoyl)benzene NC1=CC=C(C(=O)C2=CC=C(C=C2)C(C2=CC=C(C(=C2)OC2=CC=CC=C2)N)=O)C=C1OC1=CC=CC=C1